C(C1=CC=CC=C1)O[C@@](CC=C)(C(F)(F)F)C1=NN=C(O1)C1=NC(=C(C=C1N(C(OC(C)(C)C)=O)C(=O)OC(C)(C)C)C(F)(F)F)OCC(CC=C)(C)C tert-Butyl N-[2-[5-[(1R)-1-benzyloxy-1-(trifluoromethyl)but-3-enyl]-1,3,4-oxadiazol-2-yl]-6-(2,2-dimethylpent-4-enoxy)-5-(trifluoromethyl)-3-pyridyl]-N-tert-butoxycarbonyl-carbamate